ClC1=CC(=C(C=C1)C1=C2C(N(C(=NC2=CC(=C1)N1C[C@@H](OCC1)C=1C=NN(C1)C)C)C)=O)F 5-(4-chloro-2-fluoro-phenyl)-2,3-dimethyl-7-((2S)-2-(1-methyl-1H-pyrazol-4-yl)-4-morpholinyl)-4(3H)-quinazolinone